9H-9-bora-10-thiaanthracene-9-ol C1=CC=CC=2SC3=CC=CC=C3B(C12)O